ClC=1C=C(C=CC1OC(F)(F)F)[N+]#[C-] 3-CHLORO-4-TRIFLUOROMETHOXY-PHENYLISOCYANIDE